[(2R,3S,4R,5R)-5-[2-chloro-4-(cyclopentyl-amino)pyrrolo[2,3-d]-pyrimidin-7-yl]-3,4-dihydroxy-tetrahydro-furan-2-yl]methoxy-methyl-(4-fluoro-phenoxy)phosphinic acid ClC=1N=C(C2=C(N1)N(C=C2)[C@H]2[C@@H]([C@@H]([C@H](O2)COCP(O)(=O)OC2=CC=C(C=C2)F)O)O)NC2CCCC2